3-(2-(((4-fluorobenzyl)oxy)methyl)-5-methylphenyl)-2-iminothiazolidin-4-one FC1=CC=C(COCC2=C(C=C(C=C2)C)N2C(SCC2=O)=N)C=C1